(R)-5-(2-methyl-3-phenyloctan-2-yl)benzene-1,3-diol CC(C)([C@H](CCCCC)C1=CC=CC=C1)C=1C=C(C=C(C1)O)O